F[C@@H]1[C@@H](CN(C1)C1=NO[C@@H](C1)C1=NC=C(C=C1C1=C(C=C(C=C1F)F)F)C)NS(=O)(=O)C N-[(3R,4S)-4-fluoro-1-{(5S)-5-[5-methyl-3-(2,4,6-trifluorophenyl)pyridin-2-yl]-4,5-dihydro-1,2-oxazol-3-yl}pyrrolidin-3-yl]methanesulfonamide